FC(C1=CC=2C(=NN(N2)C=2C=C(CCC(=O)OC)C=C(C2O)C(C)(C)C)C=C1)(F)F Methyl 3-(5-trifluoromethyl-2H-benzotriazol-2-yl)-5-tert-butyl-4-hydroxyhydrocinnamate